5'-hydroxy-4'-methylspiro[cyclopropane-1,3'-indolin]-2'-one OC=1C(=C2C3(C(NC2=CC1)=O)CC3)C